6-iodo-3,4-dihydro-1H-quinolin-2-one IC=1C=C2CCC(NC2=CC1)=O